FC(C1=CC=CC(=N1)C(=O)NC1=CC2=CNN=C2C=C1C(=O)O)(F)F 5-(6-(trifluoromethyl)pyridinecarboxamido)-2H-indazole-6-carboxylic acid